2-[4-[(Z)-1,2-diphenyl-but-1-enyl]phenoxy]-N,N-dimethylethylamine C1(=CC=CC=C1)/C(=C(\CC)/C1=CC=CC=C1)/C1=CC=C(OCCN(C)C)C=C1